CC1(OB(OC1(C)C)C=1C=NNC1)C 4,4,5,5-tetramethyl-2-(4-pyrazolyl)-1,3,2-dioxaborolane